O1C[C@H](CC1)NC1=CC2=C(C=N1)C=C(N2)C2=NC(=NC=C2)NCC(F)(F)F (S)-N-(Tetrahydrofuran-3-yl)-2-(2-((2,2,2-trifluoroethyl)amino)pyrimidin-4-yl)-1H-pyrrolo[3,2-c]pyridin-6-amine